alpha,alpha'-bis(4-aminophenyl)-1,4-diisopropylbenzene NC1=CC=C(C=C1)C(C)(C)C1=CC=C(C=C1)C(C)(C)C1=CC=C(C=C1)N